(1aR,6aS)-4-nitro-6,6a-dihydro-1aH-indeno[1,2-b]oxirane [N+](=O)([O-])C1=CC=2C[C@H]3[C@H](O3)C2C=C1